(2-hydroxy-5-(indolo[3,2,1-jk]carbazol-2-yl)phenyl)boronic acid OC1=C(C=C(C=C1)C=1C=C2C=3C=CC=CC3N3C2=C(C1)C1=CC=CC=C13)B(O)O